CC1=C(C(=O)NN)C=CC(=N1)C=1C=NC2=CC=CC=C2C1 2-methyl-6-(quinolin-3-yl)nicotinoyl-hydrazine